(2-methoxyethyl)-2,4-dioxopiperidine-3-carboxylic acid ethyl ester C(C)OC(=O)C1C(N(CCC1=O)CCOC)=O